ClC=1C=C(C=C(C(=O)NC(C)=O)C1)Br 5-chloro-3-bromo-N-acetylbenzamide